6-benzyl-3-ethyl-6H-imidazo[1',2':1,6]pyrido[3,4-b]indole C(C1=CC=CC=C1)N1C=2C(C=3C=CC=CC13)=CC=1N(C2)C(=CN1)CC